5-fluoro-2-[(4-{7-[(1S,3S,4R)-5-methylene-2-azabicyclo[2.2.2]octane-3-carbonyl]-2,7-diazaspiro[3.5]non-2-yl}pyrimidin-5-yl)oxy]-N,N-di(propan-2-yl)benzamide mono-L(+)-tartrate C(=O)(O)[C@H](O)[C@@H](O)C(=O)O.FC=1C=CC(=C(C(=O)N(C(C)C)C(C)C)C1)OC=1C(=NC=NC1)N1CC2(C1)CCN(CC2)C(=O)[C@H]2N[C@@H]1CC([C@H]2CC1)=C